2-(((8-((2-hydroxyethyl)amino)octanoyl)oxy)methyl)-2-methylmalonate OCCNCCCCCCCC(=O)OCC(C(=O)[O-])(C(=O)[O-])C